6-[3-(mesylamino)-1-propynyl]-4-(1-methyl-4-piperidylamino)-1-(2,2,2-trifluoroethyl)indole S(=O)(=O)(C)NCC#CC1=CC(=C2C=CN(C2=C1)CC(F)(F)F)NC1CCN(CC1)C